COC1=C(C=CC(=C1)OC)CN(C1=NC(=CC2=C1N=C(N2CC(C)(O)C)COCC)C)CC2=C(C=C(C=C2)OC)OC 1-[4-[bis[(2,4-dimethoxyphenyl)methyl]amino]-2-(ethoxymethyl)-6-methyl-imidazo[4,5-c]pyridin-1-yl]-2-methyl-propan-2-ol